ClC1=NN=C2N1C1=CC=CC=C1C(=N2)N(C=2C=C(C=CC2)C2=CC=C(C=C2)S(=O)(=O)C)C chloro-N-methyl-N-(4'-(methylsulfonyl)-[1,1'-biphenyl]-3-yl)-[1,2,4]triazolo[4,3-a]quinazolin-5-amine